3,4-epoxycyclohexyl-3,4-epoxycyclohexanoate C1(CC2C(CC1)O2)OC(=O)C2CC1C(CC2)O1